CC=1C=CC(=C(C1)O)C=1N=NC(=CC1C)S[C@H]1CN(CCC1)C (R)-5-methyl-2-(4-methyl-6-((1-methylpiperidin-3-yl)thio)pyridazin-3-yl)phenol